2-fluoro-4-{[3-(4-{[1-(2-hydroxy-3-methoxypropyl)piperidin-4-yl]amino}-1-(2,2,2-trifluoroethyl)-1H-indol-2-yl)prop-2-yn-1-yl]amino}-5-methoxy-N-methylbenzamide FC1=C(C(=O)NC)C=C(C(=C1)NCC#CC=1N(C2=CC=CC(=C2C1)NC1CCN(CC1)CC(COC)O)CC(F)(F)F)OC